N-trimethoxysilylpropyl-oxamide CO[Si](OC)(OC)CCCNC(=O)C(=O)N